3,5-dicyano-1,2,4-triazolide C(#N)[C-]1N=NC(=N1)C#N